Ethyl 2-[3-[2-[5-[(4,6-difluoro-1H-indol-5-yl)oxy]-2-fluoro-phenyl]-1H-imidazol-5-yl]-3-methyl-2H-benzofuran-7-yl]acetate FC1=C2C=CNC2=CC(=C1OC=1C=CC(=C(C1)C=1NC(=CN1)C1(COC2=C1C=CC=C2CC(=O)OCC)C)F)F